FC1=CC=C(C=C1)C(C)(N)C=1C=NC(=NC1)N1CCN(CC1)C=1C=NN2C1C=CC(=C2)C=2C=NN(C2)C 1-(4-fluorophenyl)-1-(2-{4-[6-(1-methyl-1H-pyrazol-4-yl)pyrazolo[1,5-a]pyridin-3-yl]piperazin-1-yl}pyrimidin-5-yl)ethanamine